FC1=CN=CC=2C3=C(N=C(C12)N1CCOCC2=C1C=CC=C2C#CC(C)(O)C)N=NN3C 4-(1-(6-fluoro-1-methyl-1H-[1,2,3]triazolo[4,5-c][2,6]naphthyridin-5-yl)-1,2,3,5-tetrahydrobenzo[e][1,4]oxazepin-6-yl)-2-methylbut-3-yn-2-ol